5-(5-methyl-3-piperazin-1-yl-pyrazol-1-yl)indan-1-one CC1=CC(=NN1C=1C=C2CCC(C2=CC1)=O)N1CCNCC1